OCC(C)(C)NC(=O)C=1C=2C[C@@H]3[C@H](C2N(N1)C1=NC=C(N=C1)CC1CC1)C3 (1aR,5aR)-2-(5-Cyclopropylmethyl-pyrazin-2-yl)-1a,2,5,5a-tetrahydro-1H-2,3-diaza-cyclopropa[a]pentalene-4-carboxylic acid (2-hydroxy-1,1-dimethyl-ethyl)-amide